methyl 2-[3-[(2-azidoacetyl)amino]propyl]pyrazole-3-carboxylate N(=[N+]=[N-])CC(=O)NCCCN1N=CC=C1C(=O)OC